C(C)(C)(C)C=1C=CC=2N(C3=CC=C(C=C3C2C1)C(C)(C)C)C1=C(C=CC=C1)OC1OCCCC1 3,6-di-tert-butyl-9-(2-((tetrahydro-2H-pyran-2-yl)oxy)phenyl)-9H-carbazole